ethoxycyclohex-2-enone C(C)OC=1C(CCCC1)=O